C(C)(C)OC1=CC=C(CC2=C(NC=3N(C2=O)N=C(C3N3CCCCC3)C3=CC=CC=C3)C)C=C1 6-(4-Isopropoxybenzyl)-5-methyl-2-phenyl-3-(piperidin-1-yl)pyrazolo[1,5-a]pyrimidin-7(4H)-one